N-(3-(N-cyclopropylsulfamoyl)phenyl)-N-((4-(5-(1,1-difluoroethyl)-1,2,4-oxadiazol-3-yl)bicyclo[2.2.2]octan-1-yl)methyl)-3-fluorobicyclo[1.1.1]pentane-1-carboxamide C1(CC1)NS(=O)(=O)C=1C=C(C=CC1)N(C(=O)C12CC(C1)(C2)F)CC21CCC(CC2)(CC1)C1=NOC(=N1)C(C)(F)F